FC1=C(C(=CC2=CC=C(C=C12)CCCNC)O)N1CC(NS1(=O)=O)=O 5-{1-fluoro-3-hydroxy-7-[3-(methylamino)propyl]naphthalen-2-yl}-1λ6,2,5-thiadiazolidine-1,1,3-trione